C1(CC1)N1N=CC(=C1)NCC1=C(C=C(C=C1)C(F)(F)F)F 1-cyclopropyl-N-(2-fluoro-4-(trifluoromethyl)benzyl)-1H-pyrazol-4-amine